(+-)-3,5,6,6-tetramethyl-4-methylen-2-heptanone CC(C(C)=O)C(C(C(C)(C)C)C)=C